NC=1SC2=C(N1)C(=CC=C2F)C2=C(C=C1C(=NC=NC1=C2F)NC2CN(C2)C(C#C)=O)Cl 1-[3-[[7-(2-amino-7-fluoro-1,3-benzothiazol-4-yl)-6-chloro-8-fluoro-quinazolin-4-yl]amino]azetidin-1-yl]prop-2-yn-1-one